C1(CC1)S(=O)(=O)NC=1SC=C(N1)C(C(=O)NC1=CC=C(C=N1)C=1C=NC=C(C1)OCC(F)(F)F)CC 2-(2-(cyclopropanesulfonamido)thiazol-4-yl)-N-(5'-(2,2,2-trifluoroethoxy)-[3,3'-bipyridin]-6-yl)butanamide